C(OOOC(C)(C)CCC)(OCC(CCCC)CC)=O t-hexylperoxy 2-ethylhexyl monocarbonate